NC1=C(C=C(C(=O)OC)C=C1)NCCOC1=CC=C(C=C1)Cl methyl 4-amino-3-((2-(4-chlorophenoxy)ethyl)amino)benzoate